ClC=1C(NC2=CC(=CN=C2C1C1=C(C=CC=C1)F)C1=C(N=CS1)C)=O 3-chloro-4-(2-fluorophenyl)-7-(4-methylthiazol-5-yl)-1,5-naphthyridin-2(1H)-one